C(C=C)(=O)N1C[C@@H](N(C[C@H]1C)CCOC)C1=CC(=NC(=C1)Cl)C1=CC(=NC=N1)C(=O)NC 6-(4-((2s,5R)-4-acryloyl-1-(2-methoxyethyl)-5-methylpiperazin-2-yl)-6-chloropyridin-2-yl)-N-methylpyrimidine-4-carboxamide